B([O-])([O-])[O-].CC(C(=O)OF)(C(=O)OF)C.[Li+].[Li+].[Li+] lithium difluoro (dimethylmalonate) borate